tert-butyl 4-(4-bromo-2-fluoro-phenyl)-3-hydroxy-piperidine-1-carboxylate BrC1=CC(=C(C=C1)C1C(CN(CC1)C(=O)OC(C)(C)C)O)F